N-[(3S,4S)-3-[[6-(2,6-dichloro-3,5-dimethoxyphenyl)quinazolin-2-yl]amino]oxan-4-yl]prop-2-enamide ClC1=C(C(=C(C=C1OC)OC)Cl)C=1C=C2C=NC(=NC2=CC1)N[C@@H]1COCC[C@@H]1NC(C=C)=O